N1(C=NCC1)C1SCCN1 imidazolinyl-thiazolidine